methoxy-[1,1':3',1''-terphenyl] COC1=C(C=CC=C1)C1=CC(=CC=C1)C1=CC=CC=C1